BrC=1C=C(C=NC1)CNC(OC(C)(C)C)=O tert-Butyl ((5-bromopyridin-3-yl)methyl)carbamate